CC1C(CC(C1)(C)C)=O 2,4,4-trimethylcyclopentanone